CC(C)(CC(CCC)C)O 2,4-Dimethyl-heptan-2-ol